Cl.F[C@H]1[C@@H](C1)C(=O)NC1=NC=C(C=C1)N1CCNCC1 (1S,2R)-2-fluoro-N-(5-(piperazin-1-yl)pyridin-2-yl)cyclopropane-1-carboxamide hydrochloride